[Si](C)(C)(C(C)(C)C)OCSC1(N(C(C(N(C1=O)C)=O)=O)C)CC1=CN(C2=CC=CC=C12)C(=O)OC(C)(C)C tert-butyl 3-((2-((((tert-butyldimethylsilyl)oxy)methyl)thio)-1,4-dimethyl-3,5,6-trioxopiperazin-2-yl)methyl)-1H-indole-1-carboxylate